1-ethyl-3-methylimidazolium-dodecylbenzenesulfonate salt C(CCCCCCCCCCC)OS(=O)(=O)C1=CC=CC=C1.C(C)N1C=[N+](C=C1)C